C(OC(C)(C)C)(OC1=CC2=C(CCNC(C2)=O)C=C1)=O tert-butyl (4-oxo-2,3,4,5-tetrahydro-1H-benzo[d]azepin-7-yl) carbonate